N4-((1r,4r)-4-morpholinocyclohexyl)-3-phenyl-N6-(1-(tetrahydro-2H-pyran-4-yl)-1H-pyrazol-4-yl)-1H-pyrazolo[3,4-d]pyrimidine-4,6-diamine O1CCN(CC1)C1CCC(CC1)NC1=C2C(=NC(=N1)NC=1C=NN(C1)C1CCOCC1)NN=C2C2=CC=CC=C2